methyl 8-oxobicyclo[3.2.1]octane-3-carboxylate O=C1C2CC(CC1CC2)C(=O)OC